N-(4-((3,5-bis(trifluoromethyl)benzyl)oxy)phenyl)-4-(2-(pyridin-4-yl)ethyl)piperazine-1-carboxamide FC(C=1C=C(COC2=CC=C(C=C2)NC(=O)N2CCN(CC2)CCC2=CC=NC=C2)C=C(C1)C(F)(F)F)(F)F